CN(CCCSC1=CC=C(C=C1)C=1SC(=CN1)CNC(=O)C1=CC2=C(S(C3=C(C(N2)=O)C=CC=C3)(=O)=O)C=C1)C N-((2-(4-((3-(dimethylamino)propyl)thio)phenyl)thiazol-5-yl)methyl)-11-oxo-10,11-dihydrodibenzo[b,f][1,4]thiazepine-8-carboxamide 5,5-dioxide